C(C)C(CC1(C2=CC=CC=C2C=2C=CC=CC12)CC(CCCC)CC)CCCC 9,9-di(2-ethylhexyl)-9H-fluorene